C(C)NC=1N=CC2=C(N1)NC=C2C2=CC=1N(C=C2)N=CC1C=1C=NN(C1)C N-ethyl-5-(3-(1-methyl-1H-pyrazol-4-yl)pyrazolo[1,5-a]pyridin-5-yl)-7H-pyrrolo[2,3-d]pyrimidin-2-amine